3-(3-((tert-butyldimethylsilyl)oxy)propoxy)-2'-ethyl-5-methyl-4-nitro-2'H-1,3'-bipyrazole [Si](C)(C)(C(C)(C)C)OCCCOC1=NN(C(=C1[N+](=O)[O-])C)C=1N(N=CC1)CC